FC(OC=1C=C(C=CC1)C=1C=C2CCCC(C2=CC1)NC(O[C@@H]1CN2CCC1CC2)=O)(F)F (S)-quinuclidin-3-yl (6-(3-(trifluoromethoxy)phenyl)-1,2,3,4-tetrahydronaphthalen-1-yl)carbamate